ClC=1C=NC(=NC1)N1CCC(CC1)CCCOC1=CC(=C(C=C1)CC(=O)N1CC(CC1)(CNC[C@@H]([C@@H]([C@@H](CO)O)O)O)O)F 2-[4-[3-[1-(5-chloropyrimidin-2-yl)-4-piperidyl]propoxy]-2-fluoro-phenyl]-1-[3-hydroxy-3-[[[(2S,3S,4R)-2,3,4,5-tetrahydroxypentyl]amino]methyl]pyrrolidin-1-yl]ethanone